C1(CC1)C(CC(C(=O)N1CCN(CC1)C1=CC(=CC(=C1)Cl)Cl)OC)=O 4-cyclopropyl-1-[4-(3,5-dichlorophenyl)piperazin-1-yl]-2-methoxy-butane-1,4-dione